CN1N=C2C(N=C3N2CCNC3)=C1C(F)(F)F 2-methyl-3-(trifluoromethyl)-2,5,7,8-tetrahydro-6H-pyrazolo[4',3':4,5]imidazo[1,2-a]pyrazin